N-(1-(4,4-difluorocyclohexyl)-5-methyl-2-oxo-1,2-dihydropyridin-3-yl)-2-(4,4-dimethyl-1,4-azasilinan-1-yl)-4-((2-hydroxyethyl)sulfonamido)benzamide FC1(CCC(CC1)N1C(C(=CC(=C1)C)NC(C1=C(C=C(C=C1)NS(=O)(=O)CCO)N1CC[Si](CC1)(C)C)=O)=O)F